(1S,4s)-4-(2-((1R,3R)-3-hydroxy-4,4-dimethylcyclohexylamino)-8-(2,4,6-trichlorophenylamino)-9H-purin-9-yl)cyclohexanecarboxamide O[C@@H]1C[C@@H](CCC1(C)C)NC1=NC=C2N=C(N(C2=N1)C1CCC(CC1)C(=O)N)NC1=C(C=C(C=C1Cl)Cl)Cl